2-(6-(((1S,2S,3R,5R)-2-fluoro-8-azabicyclo[3.2.1]octan-3-yl)(methyl)amino)-1,2,4-triazin-3-yl)-5-(1H-imidazol-1-yl)phenol F[C@H]1[C@@H]2CC[C@H](C[C@H]1N(C1=CN=C(N=N1)C1=C(C=C(C=C1)N1C=NC=C1)O)C)N2